C(C)(C)(C)C=1SC=C(N1)N(C(O)=O)S(=O)(=O)C1=CC(=C(C=C1)Br)Cl.FC1=C(N)C=C(C(=C1)N1CCC(CC1)C)C 2-fluoro-5-methyl-4-(4-methylpiperidin-1-yl)aniline tert-butyl-(4-bromo-3-chlorophenyl)sulfonyl(thiazol-4-yl)carbamate